C(#N)C1=C(C=CC(=C1)F)C1(CC1)OCC(=O)N1CC2CCC(C1)N2C2=NC=C(C#N)C=C2 6-(3-(2-(1-(2-cyano-4-fluorophenyl)cyclopropoxy)acetyl)-3,8-diazabicyclo[3.2.1]octan-8-yl)nicotinonitrile